2-methyl-1-(4-(4,4,5,5-tetramethyl-1,3,2-dioxaborolan-2-yl)-1H-pyrazol-1-yl)butan-2-ol CC(CN1N=CC(=C1)B1OC(C(O1)(C)C)(C)C)(CC)O